C(C)(C)(C)OC(=O)N1CC(C1)C=1SC(=CC1)Br 3-(5-bromothiophen-2-yl)azetidine-1-carboxylic acid tert-butyl ester